COCCCC1(CCCCCCC1)CN1N=CC(=C1C)B1OC(C(O1)(C)C)(C)C 1-[[1-(3-methoxypropyl)cyclooctyl]methyl]-5-methyl-4-(4,4,5,5-tetramethyl-1,3,2-dioxaborolan-2-yl)-1H-pyrazole